NC=1C=2N(C=CN1)C(=NC2C2=C(C=C(C=C2)C(C)(O)C2=CC(=CC=C2)C(F)F)F)[C@H]2CN1C(C(C[C@@H]1CC2)(C)C)=O (6R,8aS)-6-[8-Amino-1-(4-{1-[3-(difluoromethyl)phenyl]-1-hydroxyethyl}-2-fluorophenyl)-imidazo[1,5-a]pyrazin-3-yl]-2,2-dimethylhexahydroindolizin-3(2H)-on